C1(CC1)C1=NN(C=C1C1=NC=CC2=C1C=NN2)[C@@H]2C[C@H](C2)CCCNC=2C=C1C(N(C(C1=CC2)=O)C2C(NC(CC2)=O)=O)=O 5-((3-(trans-3-(3-cyclopropyl-4-(1H-pyrazolo[4,3-c]pyridin-4-yl)-1H-pyrazol-1-yl)cyclobutyl)propyl)amino)-2-(2,6-dioxopiperidin-3-yl)isoindoline-1,3-dione